5-[2-(Difluoromethoxy)pyridin-4-yl]-6-methoxypyridin FC(OC1=NC=CC(=C1)C=1C=CC=NC1OC)F